3-{2-[4-(piperidin-4-ylmethyl)piperazin-1-yl]pyridin-4-yl}piperidine-2,6-dione N1CCC(CC1)CN1CCN(CC1)C1=NC=CC(=C1)C1C(NC(CC1)=O)=O